(4-methyl-1-cyclohex-3-enyl)propan-2-ol CC1=CCC(CC1)CC(C)O